n-eicosyl pentyl ketone C(CCCC)C(=O)CCCCCCCCCCCCCCCCCCCC